FC=1C=C(C=C(C1)F)C1=CC(=CC=C1)C[C@@H]1N(CC[C@@H]1NS(=O)(=O)CC)C=1N(C=CN1)CC N-[(2S,3S)-2-[(3',5'-difluoro[1,1'-biphenyl]-3-yl)methyl]-1-(1-ethyl-1H-imidazol-2-yl)pyrrolidin-3-yl]ethanesulfonamide